6-(1-methyl-1H-pyrazol-4-yl)-4-((R)-3-methylmorpholino)-2-(1H-pyrazol-3-yl)-7,8-dihydro-6H-pyrazolo[4,5,1-ij][1,7]naphthyridin-6-ol CN1N=CC(=C1)C1(CCN2C3=C(N=C(C=C13)N1[C@@H](COCC1)C)C(=N2)C2=NNC=C2)O